2-ethylzinc phosphate P(=O)([O-])([O-])[O-].CC[Zn+].CC[Zn+].CC[Zn+]